OC[C@@H]1O[C@H](CCC1)OCCCCCCCC (2R,3S,4S,5R,6R)-2-(hydroxymethyl)-6-octoxyoxane